2,2-dichloro-3-(1-(5-iodoquinolin-8-yl)-3-(4-methylbenzyl)-4-oxoazetidin-2-yl)propionitrile ClC(C#N)(CC1N(C(C1CC1=CC=C(C=C1)C)=O)C=1C=CC(=C2C=CC=NC12)I)Cl